4-((3'-Methoxy-[1,1'-biphenyl]-4-yl)amino)-N-(piperidin-4-ylmethyl)benzamid COC=1C=C(C=CC1)C1=CC=C(C=C1)NC1=CC=C(C(=O)NCC2CCNCC2)C=C1